C(C)(C)(C)OC(=O)N1CC(C2(CC1)CCNCC2)C(C2=CC(=CC=C2)N2C(NC(CC2)=O)=O)=O [3-(2,4-dioxo-1,3-diazacyclohexan-1-yl)benzoyl]-3,9-diazaspiro[5.5]undecane-3-carboxylic acid tert-butyl ester